(2R)-2-(5-fluoro-2-methoxypyridin-4-yl)-1-{(2S)-7-methyl-6-[5-(trifluoromethoxy)pyridin-2-yl]-3,4-dihydro-1H-spiro[1,8-naphthyridine-2,3'-pyrrolidin]-1'-yl}propan-1-one FC=1C(=CC(=NC1)OC)[C@H](C(=O)N1C[C@]2(CC1)NC1=NC(=C(C=C1CC2)C2=NC=C(C=C2)OC(F)(F)F)C)C